1H-[1,3,5]-triazin-2-one N1C(N=CN=C1)=O